3-(m-tolyl)isoxazole-5,5(4H)-dicarboxylic acid diethyl ester C(C)OC(=O)C1(CC(=NO1)C=1C=C(C=CC1)C)C(=O)OCC